ClC=1C(=C(OC=2C3=C(N=CN2)C=CC(=N3)N3[C@@H]2CN([C@H](C3)C2)C(=O)OC(C)(C)C)C=CC1)F (1S,4S)-tert-butyl 5-(4-(3-chloro-2-fluorophenoxy)pyrido[3,2-d]pyrimidin-6-yl)-2,5-diazabicyclo[2.2.1]heptane-2-carboxylate